benzyl 2-(3,5-dichloro-2-oxo-6-phenylpyrazin-1(2H)-yl)acetate ClC=1C(N(C(=C(N1)Cl)C1=CC=CC=C1)CC(=O)OCC1=CC=CC=C1)=O